2-(2,6-dioxo-3-piperidyl)-5-[3-[2-[2-[2-(2-hydroxyethoxy)ethoxy]ethoxy]ethoxy]prop-1-ynyl]isoindoline-1,3-dione O=C1NC(CCC1N1C(C2=CC=C(C=C2C1=O)C#CCOCCOCCOCCOCCO)=O)=O